3-(3-(1-(5-(2-fluoro-5-((6-fluoro-4-methyl-1H-indol-5-yl)oxy)phenyl)-4H-1,2,4-triazol-3-yl)-1-hydroxyethyl)phenyl)propanoic acid FC1=C(C=C(C=C1)OC=1C(=C2C=CNC2=CC1F)C)C=1NC(=NN1)C(C)(O)C=1C=C(C=CC1)CCC(=O)O